FC1=CC(=CC(=N1)NC1(CCO1)C)I 6-fluoro-4-iodo-N-(4-methyl-oxetan-4-yl)pyridin-2-amine